4-[[(2R,6R)-2-[[bis(4-methoxyphenyl)-phenyl-methoxy]methyl]-4-isopropyl-6-(5-methyl-2,4-dioxo-pyrimidin-1-yl)morpholin-2-yl]methoxy]-4-oxo-butyric acid COC1=CC=C(C=C1)C(OC[C@]1(CN(C[C@@H](O1)N1C(NC(C(=C1)C)=O)=O)C(C)C)COC(CCC(=O)O)=O)(C1=CC=CC=C1)C1=CC=C(C=C1)OC